6-(2-amino-5-(4-(2,2-difluoroethoxy)-3-((dimethylamino)methyl)phenyl)-6-fluoropyridin-3-yl)-3,4-dihydroisoquinolin-1(2H)-one NC1=NC(=C(C=C1C=1C=C2CCNC(C2=CC1)=O)C1=CC(=C(C=C1)OCC(F)F)CN(C)C)F